CC1N(C(CN(C1)C)=O)CC1=CC=C(C=C1)NC(=O)NCC1=CC=C(C=C1)OC 1-(4-((2,4-dimethyl-6-oxopiperazin-1-yl)methyl)phenyl)-3-(4-methoxy-benzyl)urea